sorbitol monoisostearate C(CCCCCCCCCCCCCCC(C)C)(=O)O.OC[C@H](O)[C@@H](O)[C@H](O)[C@H](O)CO